OCC(=O)N=S(=O)(C)C=1C=C(C=CC1)NC(=O)C1=C(C=NN1)C(F)(F)F N-(3-(N-(2-hydroxyacetyl)-S-methylsulfonimidoyl)phenyl)-4-(trifluoromethyl)-1H-pyrazole-5-carboxamide